tetramethyl-tetrakis[3-acryloxypropyl]cyclotetrasiloxane C[Si]1(O[Si](O[Si](O[Si](O1)(CCCOC(C=C)=O)C)(CCCOC(C=C)=O)C)(CCCOC(C=C)=O)C)CCCOC(C=C)=O